BrC=1C=C(C=NC1)NC(C=C)=O N-(5-bromopyridin-3-yl)acrylamide